4-Bromo-2-ethoxy-6-methylbenzonitrile BrC1=CC(=C(C#N)C(=C1)C)OCC